4,4-di-t-butylperoxyvaleric acid, n-butyl ester C(C)(C)(C)C(CCC(=O)OOCCCC)(C)C(C)(C)C